N1N=CC=2C1=NC=C(C2)C(=O)OC Methyl 1H-Pyrazolo[3,4-b]pyridine-5-carboxylate